ClC1=NN2C3=C(C=NC2=C1)NCCC31COCC1 4-chlorospiro[2,3,7,10-tetrazatricyclo[7.4.0.02,6]trideca-1(9),3,5,7-tetraene-13,3'-tetrahydro-furan]